pyridazinyl-ethylene N1=NC(=CC=C1)C=C